3-amino-4-(4-bromophenyl)butanoic acid NC(CC(=O)O)CC1=CC=C(C=C1)Br